ClC1=CC=C(C=C1)C1=CN=C(O1)S(=O)(=O)C 5-(4-chlorophenyl)-2-(methylsulfonyl)oxazole